NC1C(CCCC1)(C(=O)N)F Amino-1-fluorocyclohexane-1-carboxamide